COC=1C=CC=C2C(=CNC12)/C=C/C(=O)NCCC=1SC=CC1C1=NC=CC=N1 (E)-3-(7-methoxy-1H-indol-3-yl)-N-[2-(3-pyrimidin-2-yl-thiophen-2-yl)-ethyl]-prop-2-enamide